3-(1H-imidazol-5-yl)-1-oxopropan N1C=NC=C1CCC=O